6-amino-1,3-di-n-butyl-uracil NC1=CC(N(C(N1CCCC)=O)CCCC)=O